C(C)C1=C(N(C2=CC=CC=C12)CC(=C)C)C1=CC=CC=C1 3-ethyl-1-(2-methylallyl)-2-phenyl-1H-indole